Cl.FC=1C=C(C=CC1F)C1C(C1)NC=1C2=C(N=CN1)C1=C(O2)N=C(C=C1C)C N-[2-(3,4-difluorophenyl)cyclopropyl]-7,9-dimethyl-pyrido[3',2':4,5]furo[3,2-d]pyrimidin-4-amine hydrochloride